tert-butyl 3-(((1-(4-(2,6-dioxopiperidin-3-yl)-3,5-difluorophenyl)azetidin-3-yl)carbamoyl) oxy)azetidine-1-carboxylate O=C1NC(CCC1C1=C(C=C(C=C1F)N1CC(C1)NC(=O)OC1CN(C1)C(=O)OC(C)(C)C)F)=O